N4-[2-(5-chloro-2-fluoro-phenyl)pyrimidin-4-yl]-N2-[4-[4-(4-methylpiperazin-1-yl)-1-piperidyl]phenyl]pyrimidine-2,4-diamine ClC=1C=CC(=C(C1)C1=NC=CC(=N1)NC1=NC(=NC=C1)NC1=CC=C(C=C1)N1CCC(CC1)N1CCN(CC1)C)F